piperidine tosylate monohydrate O.S(=O)(=O)(O)C1=CC=C(C)C=C1.N1CCCCC1